FC1=NC=C(C=C1NC(=O)C=1C=NN2C1C=NC(=C2)C=2C=NN(C2)C)NC(CN2CCCCC2)=O N-(2-fluoro-5-(2-(piperidin-1-yl)acetamido)pyridin-3-yl)-6-(1-methyl-1H-pyrazol-4-yl)pyrazolo[1,5-a]pyrazine-3-carboxamide